C(C)(C)(C)N(C(O)=O)[C@H]1C[C@H](CCC1)NC1=C(C=CC=C1)[N+](=O)[O-].IN(C(C1=CC=CC=C1)=O)C(C)(C)C N-iodo-N-tert-butyl-benzamide tert-Butyl-((1R,3S)-3-((2-nitrophenyl)amino)cyclohexyl)carbamate